Calcium palmitat C(CCCCCCCCCCCCCCC)(=O)[O-].[Ca+2].C(CCCCCCCCCCCCCCC)(=O)[O-]